CC1(CC(CC=C1)=O)C1=NC=CN1C C1,3-dimethyl-2-(3-oxo-phenyl)-imidazole